4-ethyl-2-(7-fluoro-2-(2-hydroxy-3,5-dimethylpyridin-4-yl)-4-isopropylquinolin-6-yl)-5-(hydroxymethyl)-2,4-dihydro-3H-1,2,4-triazol-3-one C(C)N1C(N(N=C1CO)C=1C=C2C(=CC(=NC2=CC1F)C1=C(C(=NC=C1C)O)C)C(C)C)=O